4'-cyclopropyl-5,6'-dimethoxy-N-((4-(1-methyl-4-(trifluoromethyl)-1H-imidazol-2-yl)bicyclo[2.2.2]oct-1-yl)methyl)-[2,5'-bipyrimidine]-4-amine C1(CC1)C1=NC=NC(=C1C1=NC=C(C(=N1)NCC12CCC(CC1)(CC2)C=2N(C=C(N2)C(F)(F)F)C)OC)OC